C(C)[C@]1(C(OCC=2C(N3CC=4C(=NC=5C=C6C(=CC5C4CCNC)OCO6)C3=CC21)=O)=O)O (S)-7-ethyl-7-hydroxy-14-(2-(methylamino)ethyl)-10,13-dihydro-11H-[1,3]dioxolo[4,5-g]pyrano[3',4':6,7]indolizino[1,2-b]quinoline-8,11(7H)-dione